Br.Br.NCCSC(N)=N 2-(2-aminoethyl)isothiourea dihydrobromide